The molecule is the (S,S,S)-stereoisomer of nicotianamine. It has a role as a chelator, an EC 3.4.15.1 (peptidyl-dipeptidase A) inhibitor and a plant metabolite. It derives from a (S)-azetidine-2-carboxylic acid. It is a conjugate acid of a (S,S,S)-nicotianamine monoanion. It is an enantiomer of a (R,R,R)-nicotianamine. It is a tautomer of a (S,S,S)-nicotianamine trizwitterion. C1CN([C@@H]1C(=O)O)CC[C@@H](C(=O)O)NCC[C@@H](C(=O)O)N